4-[3-(9,10-diphenyl-2-anthryl)phenyl]dibenzofuran C1(=CC=CC=C1)C=1C2=CC=CC=C2C(=C2C=CC(=CC12)C=1C=C(C=CC1)C1=CC=CC2=C1OC1=C2C=CC=C1)C1=CC=CC=C1